4-bromo-2,3-dihydroxybenzoic acid BrC1=C(C(=C(C(=O)O)C=C1)O)O